Propyl (2-acetamido-2-deoxy-α-L-altropyranosyluronic acid)-(1→3)-2-acetamido-4-amino-2,4,6-trideoxy-β-D-galactopyranoside C(C)(=O)N[C@H]1[C@@H](O[C@H]([C@@H]([C@@H]1O)O)C(=O)O)O[C@@H]1[C@H]([C@H](OCCC)O[C@@H]([C@@H]1N)C)NC(C)=O